C1(=CC(=CC=C1)C1=NC=CC=C1C=1C=CC2=C(N(C=N2)CCCN2CCOCC2)C1)C 4-(3-(6-(2-m-Tolylpyridin-3-yl)-1H-benzo[d]imidazol-1-yl)propyl)morpholine